2-(4-(3-amino-1H-pyrazolo[3,4-b]pyridin-5-yl)benzylamino)-N-(1-methyl-1H-pyrazol-3-yl)-5-(trifluoromethyl)nicotinamide NC1=NNC2=NC=C(C=C21)C2=CC=C(CNC1=C(C(=O)NC3=NN(C=C3)C)C=C(C=N1)C(F)(F)F)C=C2